tert-butyl 6-[3-(2,4-dioxohexahydropyrimidin-1-yl)-1-methyl-indazol-6-yl]-7-oxa-3-azabicyclo[4.1.0]heptane-3-carboxylate O=C1N(CCC(N1)=O)C1=NN(C2=CC(=CC=C12)C12CCN(CC2O1)C(=O)OC(C)(C)C)C